Nickel dihydrogen phosphate P(=O)(O)(O)[O-].[Ni+2].P(=O)(O)(O)[O-]